2,6-dimethyl-4-[5-(trifluoromethyl)pyrazin-2-yl]piperazine-1-carbonyl chloride CC1N(C(CN(C1)C1=NC=C(N=C1)C(F)(F)F)C)C(=O)Cl